FC(N1C(=NC2=C1[C@H](N(C=1C(=NC=CC21)NC2=CC(=NC=C2C(CC([2H])([2H])[2H])=O)NC(=O)C2CC2)C)C)C)F |r| (R/S)-N-(4-((3-(difluoromethyl)-2,4,5-trimethyl-4,5-dihydro-3H-imidazo[4,5-c][1,7]naphthyridin-6-yl)amino)-5-(propanoyl-3,3,3-d3)pyridin-2-yl)cyclopropanecarboxamide